Naphthyl phenyl ether C1(=CC=CC=C1)OC1=CC=CC2=CC=CC=C12